CC(C)C=1C=NC=C(C1NC(=O)NS(=O)(=O)C1=C(N=C(S1)C(C)(C)O)CO[Si](C)(C)C(C)(C)C)C(C)C [3,5-bis(propan-2-yl)pyridin-4-yl]-3-[(4-[[(tert-butyldimethylsilyl)oxy]methyl]-2-(2-hydroxypropan-2-yl)-1,3-thiazol-5-yl)sulfonyl]urea